FC([C@H]([C@]1(CN(CC1)C(C)(C)C=1C=NC(=CC1)C)CCC=1SC(=CC1)F)NC(OC1=CC=CC=C1)=O)(F)F |o1:3| phenyl ((S)-2,2,2-trifluoro-1-((R or S)-3-(2-(5-fluoro-thiophen-2-yl)ethyl)-1-(2-(6-methylpyridin-3-yl)propan-2-yl)pyrrolidin-3-yl)ethyl)carbamate